CC1=CC(OC2=CC(=CC=C12)OCCOC1=CC=C(C(=O)O)C=C1)=O 4-(2-((4-methyl-2-oxo-2H-chromen-7-yl)oxy)ethoxy)benzoic acid